CC1=CC=C(N=N1)C[C@@H]1CC[C@H](CC1)C(=O)N1OCC[C@H]1C=1C=NC(=C(C1)F)C trans-[4-[(6-methylpyridazin-3-yl)methyl]cyclohexyl]-[(3S)-3-(5-fluoro-6-methylpyridin-3-yl)-1,2-oxazolidin-2-yl]methanone